tri-i-hexadecyl-trimellitic acid C(CCCCCCCCCCCCC(C)C)C=1C(=C(C(=C(C1C(=O)O)C(=O)O)CCCCCCCCCCCCCC(C)C)C(=O)O)CCCCCCCCCCCCCC(C)C